COC1=C(C=CC=C1)N=NC1=CC=C(C=2C=CC=C(C12)O)O 4-((2-methoxyphenyl)diazenyl)naphthalene-1,5-diol